(6S)-6-{2-Chloro-3-[(6-cyclopropylpyridin-3-yl)amino]-phenyl}-2-imino-6-methyl-3-[(2S*,4R*)-2-methyltetrahydro-pyran-4-yl]hexahydropyrimidin-4-one ClC1=C(C=CC=C1NC=1C=NC(=CC1)C1CC1)[C@@]1(CC(N(C(N1)=N)[C@H]1C[C@@H](OCC1)C)=O)C |o1:24,26|